CC1OC(CN(C1)C1=CC=C(C=C1)NC1=CC=2OCC(N(C2N=C1)C)=O)C 7-((4-(2,6-dimethylmorpholino)phenyl)amino)-4-methyl-2H-pyrido[3,2-b][1,4]oxazin-3(4H)-one